isopropyl 3-[1-(4,4-difluoro-1-piperidyl)ethyl]benzoate FC1(CCN(CC1)C(C)C=1C=C(C(=O)OC(C)C)C=CC1)F